N-[(1R)-1-(benzothiophen-7-yl)ethyl]-5-[4-(trifluoromethyl)phenyl]naphthalene-2-carboxamide S1C=CC2=C1C(=CC=C2)[C@@H](C)NC(=O)C2=CC1=CC=CC(=C1C=C2)C2=CC=C(C=C2)C(F)(F)F